(S)-6-methyl-N-((S)-9,9,9-trifluoro-1-(5-(4-fluorophenyl)-1H-imidazol-2-yl)-7-oxononyl)-6-azaspiro[2.5]octane-1-carboxamide CN1CCC2(C[C@@H]2C(=O)N[C@@H](CCCCCC(CC(F)(F)F)=O)C=2NC(=CN2)C2=CC=C(C=C2)F)CC1